FC=1C(=C(C=CC1)C=1C=C2C(=NN1)NC[C@@]1(N2C[C@@H](C1)OC1=NC=C(C(=N1)C)C(=O)OCC)C)O Ethyl 2-(((6aR,8R)-2-(3-fluoro-2-hydroxyphenyl)-6a-methyl-5,6,6a,7,8,9-hexahydro-pyrrolo[1',2':4,5]pyrazino[2,3-c]pyridazin-8-yl)oxy)-4-methylpyrimidine-5-carboxylate